1,2,4,5-benzenetetraaldehyde C=1(C(=CC(=C(C1)C=O)C=O)C=O)C=O